1-(p-azidosalicylamino)-4-(iodoacetamido)butane N(=[N+]=[N-])C=1C=C(C(CNCCCCNC(CI)=O)=CC1)O